4-Amino-7-(4-((4-(2-aminoethyl)piperazin-1-yl)methyl)-2-methoxybenzyl)-2-butoxy-7H-pyrrolo[2,3-d]pyrimidine-6-carbonitrile hydrochloride Cl.NC=1C2=C(N=C(N1)OCCCC)N(C(=C2)C#N)CC2=C(C=C(C=C2)CN2CCN(CC2)CCN)OC